COC=1C(=CC(=C(C1)N1CCN(CC1)C[C@@H]1CN(CC1)C(=O)OC(C)(C)C)C=1C=NN(C1)C)[N+](=O)[O-] tert-butyl (R)-3-((4-(5-methoxy-2-(1-methyl-1H-pyrazol-4-yl)-4-nitrophenyl)piperazin-1-yl)methyl)pyrrolidine-1-carboxylate